N-({5H,6H,7H-cyclopenta[b]pyridin-3-yl}methyl)-1-[5-(pyridin-4-yl)-1H-pyrazole-3-carbonyl]piperidine-4-carboxamide N1=C2C(=CC(=C1)CNC(=O)C1CCN(CC1)C(=O)C1=NNC(=C1)C1=CC=NC=C1)CCC2